C(CCCCCCC)[Si]([SiH3])(N)CCCCCCCC di-octyl-aminodisilane